1-(cyclohexylmethyl)naphthalene C1(CCCCC1)CC1=CC=CC2=CC=CC=C12